1-(2-iodophenyl)-(S)-1-methoxymethoxybutyl-(S)-2-cyclohexylcarbamate IC1=C(C=CC=C1)[C@H]1[C@H](CCCC1)N(C([O-])=O)C(CCC)OCOC